BrC1=C(C=NN(C1=O)C)N[C@@H]1C[C@@H](CN(C1)C)C1=CC=C(C(=O)N2CCC(CC2)C2=CC=C(OC3C(NC(CC3)=O)=O)C=C2)C=C1 3-[4-[1-[4-[(3R,5R)-5-[(5-bromo-1-methyl-6-oxo-pyridazin-4-yl)amino]-1-methyl-3-piperidyl]benzoyl]-4-piperidyl]phenoxy]piperidine-2,6-dione